N=1N(N=CC1)C1=C(C=C(C=N1)NC(C1=C(C=C(C=C1)C=1C=C2C(=NC1)NC=C2)Cl)=O)C(F)(F)F N-(6-(2H-1,2,3-triazol-2-yl)-5-(trifluoromethyl)pyridin-3-yl)-2-chloro-4-(1H-pyrrolo[2,3-b]pyridin-5-yl)benzamide